NC1=C(SC2=NC(=CN=C21)C)C(=O)NC[C@@H](C)C2=CC(=C(C=C2)N2CC1CCC(C2)N1C(=O)OC(C)(C)C)F tert-Butyl 3-(4-((S)-1-(7-amino-3-methylthieno[2,3-b]pyrazine-6-carboxamido)propan-2-yl)-2-fluorophenyl)-3,8-diazabicyclo[3.2.1]octane-8-carboxylate